ClC=1N=C(C2=C(N1)C(=C(N=C2)Cl)F)N2[C@H]1[C@@H]([C@H]1CCC2)F 2,7-Dichloro-8-fluoro-4-((1R,6S,7R)-7-fluoro-2-azabicyclo[4.1.0]heptan-2-yl)pyrido[4,3-d]pyrimidine